oxo-naphthalenepropionic acid O=C(C(=O)O)CC1=CC=CC2=CC=CC=C12